C(C1=CC=CC=C1)OC1=NC(=CC=C1[S@@](=O)NC(OC(C)(C)C)=O)C |r| tert-butyl (RS)-((2-(benzyloxy)-6-methylpyridin-3-yl)sulfinyl)carbamate